(3R)-3-amino-7-(5-tert-butyl-1,3,4-oxadiazol-2-yl)-8-fluoro-5-[(6-isopropoxy-3-pyridyl)methyl]-1,1-dioxo-2,3-dihydro-1λ6,5-benzothiazepin-4-one N[C@H]1CS(C2=C(N(C1=O)CC=1C=NC(=CC1)OC(C)C)C=C(C(=C2)F)C=2OC(=NN2)C(C)(C)C)(=O)=O